C(C1=CC=CC=C1)OC(=O)N1CCN(CC1)C1=C2C(=CN(C2=CC=C1)C=1C(=NC(=CC1)OCC1=CC=CC=C1)OCC1=CC=CC=C1)C.CC1=CN(C2=CC=CC(=C12)N1CCNCC1)C1C(NC(CC1)=O)=O 3-(3-Methyl-4-(piperazin-1-yl)-1H-indol-1-yl)piperidine-2,6-dione Benzyl-4-(1-(2,6-bis(benzyloxy)pyridin-3-yl)-3-methyl-1H-indol-4-yl)piperazine-1-carboxylate